12,13(S)-epoxyoctadecatrienoic acid CCCCC[C@H]1C(O1)CCCCC=CC=CC=CC(=O)O